C(C(O)CO)OC(CCCCCCCCCCCCCCCCCCCCC)=O.C(C)[N+](CCC)(C)CC N,N-Diethyl-N-methyl-N-propyl-ammonium GlycerylBehenate